5-(5-(1-(4-(5-(difluoromethyl)-1,3,4-oxadiazol-2-yl)-2-fluorobenzyl)-1H-1,2,3-triazol-4-yl)-2-fluorophenyl)-2,5-diazabicyclo[2.2.1]Heptane-2-carboxylic acid tert-butyl ester C(C)(C)(C)OC(=O)N1C2CN(C(C1)C2)C2=C(C=CC(=C2)C=2N=NN(C2)CC2=C(C=C(C=C2)C=2OC(=NN2)C(F)F)F)F